COC(=O)C12C(C(N(C1)CC1=CC=CC=C1)=O)CC(C2)F trans-methyl-2-benzyl-5-fluoro-1-oxohexahydrocyclopenta[c]pyrrole-3a(1H)-carboxylate